(5-(1-methyl-1H-pyrazol-4-yl)-1,1-dioxidobenzo[b]thiophen-3-yl)(pyrrolidin-1-yl)methanone CN1N=CC(=C1)C1=CC2=C(S(C=C2C(=O)N2CCCC2)(=O)=O)C=C1